CC1=C(C(=O)N[C@H](C)C2=CC=CC3=CC=CC=C23)C=C(C=C1)NC[C@@H]1N(CCCC1)C 2-methyl-5-((((R)-1-methylpiperidin-2-yl)methyl)amino)-N-((R)-1-(naphthalen-1-yl)ethyl)benzamide